NCCCS(=O)(=O)[O-].[Li+] lithium 3-amino-1-propanesulfonate